ClC=1C=C2C3=C(NC2=CC1)[C@@H](N(CC3)C3=NC=C(C=N3)F)C[C@H]3COCCC3 (1S)-6-chloro-2-(5-fluoropyrimidin-2-yl)-1-{[(3S)-oxan-3-yl]methyl}-2,3,4,9-tetrahydro-1H-pyrido[3,4-b]indole